ClC=1C=C2C(C(=O)OC2=O)=CC1Cl 4,5-Dichlorophthalic anhydride